NC1=NC=2C=NC(=CC2C2=C1COC2)C(=O)N2C(CC[C@@H](C2)C)C=2C=CC1=C(CC3(CCN(CC3)C)O1)C2 (4-amino-1,3-dihydrofuro[3,4-c][1,7]naphthyridin-8-yl)((5S)-5-methyl-2-(1'-methyl-3H-spiro[benzofuran-2,4'-piperidin]-5-yl)piperidin-1-yl)methanone